2-(diethoxyphosphoryl)-7,8-dihydro-1,6-naphthyridine-6(5H)-carboxylic acid tert-butyl ester C(C)(C)(C)OC(=O)N1CC=2C=CC(=NC2CC1)P(=O)(OCC)OCC